methyl 2-((5-(6-((4-cyano-2-fluorobenzyl) oxy) pyridin-2-yl)-2,5-diazabicyclo[4.1.0]hept-2-yl) methyl)-1-(thiazol-5-ylmethyl)-1H-benzo[d]imidazole-6-carboxylate C(#N)C1=CC(=C(COC2=CC=CC(=N2)N2CCN(C3CC23)CC2=NC3=C(N2CC2=CN=CS2)C=C(C=C3)C(=O)OC)C=C1)F